CN1N=CC(=C1)C1=CC=2N(C(N1)=O)C=CN2 7-(1-methyl-1H-pyrazol-4-yl)imidazo[1,2-c]pyrimidin-5(6H)-one